N6,N12-bis(3,4-dimethylphenyl)-N6,N12-dimethylchrysene-6,12-diamine CC=1C=C(C=CC1C)N(C=1C=C2C=3C=CC=CC3C(=CC2=C2C=CC=CC12)N(C)C1=CC(=C(C=C1)C)C)C